(S)-N-methyl-3-(1-naphthoxy)-2-thiophenepropylamine hydrochloride Cl.CNCCCC=1SC=CC1OC1=CC=CC2=CC=CC=C12